COC=1C=NC=CC1CN1CC2(C1)CC(C2)NC(=O)N2[C@@H](CN(C[C@@H]2C)C2=NC=C(C=N2)C(F)(F)F)C (2R,6S)-N-{2-[(3-methoxypyridin-4-yl)methyl]-2-azaspiro[3.3]heptan-6-yl}-2,6-dimethyl-4-[5-(trifluoromethyl)pyrimidin-2-yl]piperazine-1-carboxamide